C(C=C)(=O)N1C(CN(CC1)C1=NC(=NC=2CC(CCC12)N1CCCC2=CC=CC=C12)NC1CCN(CC1)CCF)CC#N 2-(1-acryloyl-4-(7-(3,4-dihydroquinolin-1(2H)-yl)-2-((1-(2-fluoroethyl)piperidin-4-yl)amino)-5,6,7,8-tetrahydroquinazolin-4-yl)piperazin-2-yl)acetonitrile